S(=O)(=O)(ON1C([C@@H](C1=O)NC(\C(=N/O[C@@H](COC1=CC=C(C=C1)C=1[N+](=CN(C1)CCC[NH3+])C)C(=O)O)\C=1N=C(SC1)N)=O)(C)C)[O-] (S)-3-((Z)-2-(2-aminothiazol-4-yl)-2-(((S)-2-(4-(1-(3-ammoniopropyl)-3-methyl-1H-imidazol-3-ium-4-yl)phenoxy)-1-carboxyethoxy)imino)acetamido)-2,2-dimethyl-4-oxoazetidin-1-yl sulfate